C(C)OC(C(CCCCI)(C)C)=O 6-iodo-2,2-dimethylhexanoic acid ethyl ester